ClC1=CC(=C(C=C1)C1(OC2=C(O1)C=CC=C2C2CCN(CC2)CC2=C(C=C(N=N2)C(=NO)N)C)C)F 6-((4-(2-(4-chloro-2-fluorophenyl)-2-methylbenzo[d][1,3]dioxol-4-yl)piperidin-1-yl)methyl)-N'-hydroxy-5-methylpyridazine-3-carboxamidine